NC1(CCN(CC1)C(=O)C=1C=C2CN3[C@@H](C2=CC1)CN(C[C@H]3C)C3=C1C=CC=NC1=C(C=C3)C#N)C 5-[(4R,10bS)-8-(4-amino-4-methyl-piperidine-1-carbonyl)-4-methyl-3,4,6,10b-tetrahydro-1H-pyrazino[2,1-a]isoindol-2-yl]quinoline-8-carbonitrile